benzyl N-[3-[3-[1-(1-cyclopropyl-2-hydroxy-ethyl)pyrazol-4-yl]-1-tetrahydropyran-2-yl-indazol-5-yl]oxypropyl]carbamate C1(CC1)C(CO)N1N=CC(=C1)C1=NN(C2=CC=C(C=C12)OCCCNC(OCC1=CC=CC=C1)=O)C1OCCCC1